1-(3-hydroxypropyl)pyrrolidin-2-one OCCCN1C(CCC1)=O